CC1=C(N=C2N(C1=O)C=C(C=C2[C@@H](C)NC2=C(C(=O)O)C=CC=C2)C)N2CCC1(CCCO1)CC2 (R)-2-((1-(3,7-dimethyl-4-oxo-2-(1-oxa-8-azaspiro[4.5]decan-8-yl)-4H-pyrido[1,2-a]pyrimidin-9-yl)ethyl)amino)benzoic acid